OCCNC(O[C@@H]1CC[C@H](CC1)C(N(C[C@@H]1CC[C@H](CC1)C1=NC(=C(C=C1)OC)C)C1=CC(=CC=C1)C=1N=C(OC1)C(C)C)=O)=O trans-4-((3-(2-Isopropyloxazol-4-yl)phenyl)((trans-4-(5-methoxy-6-methylpyridin-2-yl)cyclohexyl)methyl)carbamoyl)cyclohexyl (2-hydroxyethyl)carbamate